3-fluoro-2-[4-[[2-hydroxycyclohexyl]amino]pyrido[3,4-d]pyridazin-1-yl]-5-(trifluoromethyl)phenol FC=1C(=C(C=C(C1)C(F)(F)F)O)C1=C2C(=C(N=N1)NC1C(CCCC1)O)C=NC=C2